5-chloro-N-((1r,4r)-4-((3-(4-chlorophenyl)-2-oxo-2,3-dihydro-1H-imidazo[4,5-b]pyridin-1-yl)methyl)cyclohexyl)-2-(difluoromethyl)nicotinamide ClC=1C=NC(=C(C(=O)NC2CCC(CC2)CN2C(N(C3=NC=CC=C32)C3=CC=C(C=C3)Cl)=O)C1)C(F)F